C1(=CC=CC=C1)COC(N)=O carbamic acid phenylmethyl ester